S(=O)(=O)(O)O.NC=1SCC2(N1)C(OCC1=CC=C(C=C12)NC(C1=NC=CC=C1)=O)C N-(2'-amino-3-methyl-5'H-spiro[isochromane-4,4'-thiazol]-6-yl)picolinamide sulfat